CC=1OC=C(N1)C(=O)OCCN1N=C(C=2C(NCC3(CCOCC3)CC21)=O)CC 2-(3-ethyl-4-oxo-spiro[6,8-dihydro-5H-pyrazolo[4,3-c]azepine-7,4'-tetrahydropyran]-1-yl)ethyl 2-methyloxazole-4-carboxylate